C(\C=C/CCCCC)O (Z)-2-octen-1-ol